Cl.NC(C(=O)N1CCN(CC1)C(=O)NC1=NC(N(C=C1)C1=CC(=C(C=C1)CCN1CC2C(C2C1)N)OC)=O)(C)C 4-(2-Amino-2-methylpropanoyl)-N-(1-(4-(2-(endo-6-amino-3-azabicyclo[3.1.0]hexan-3-yl)ethyl)-3-methoxyphenyl)-2-oxo-1,2-dihydropyrimidin-4-yl)piperazine-1-carboxamide Hydrochloride Salt